COC=1C=C(C=CC1)/C=C/C(=O)C1=CC=C(C=C1)S(=O)(=O)NCCC(=O)O 3-[[4-[(E)-3-(3-Methoxyphenyl)prop-2-enoyl]phenyl]sulfonylamino]propanoic acid